(8R,9aS)-8-(2,3-dichloro-6-methoxyphenyl)-1-methyl-octahydropyrido[1,2-a]pyrazin-4-one ClC1=C(C(=CC=C1Cl)OC)[C@H]1C[C@@H]2N(C(CNC2C)=O)CC1